C(C)(C)(C)OC(=O)N1C[C@@H]([C@H](CC1)CNC1=NC=2N(C(=N1)NCC1=CC(=CC=C1)N)N=CC2C(C)C)OC (3R,4R)-4-(((4-((3-aminobenzyl)amino)-8-isopropylpyrazolo[1,5-a][1,3,5]triAzin-2-yl)amino)methyl)-3-methoxypiperidine-1-carboxylic acid tert-butyl ester